tert.-Butyl-3,6-diazabicyclo[3.1.1]heptan-6-carboxylat C(C)(C)(C)OC(=O)N1C2CNCC1C2